(E)-3-(3-cyclopropyl-1H-indazol-6-yl)-N-((1S,2S)-2-methoxy-2,3-dihydro-1H-inden-1-yl)acrylamide C1(CC1)C1=NNC2=CC(=CC=C12)/C=C/C(=O)N[C@@H]1[C@H](CC2=CC=CC=C12)OC